4-({4-aminobicyclo[2.2.1]heptan-1-yl}amino)-N-{4-[4-(morpholin-4-yl)-7H-pyrrolo[2,3-d]pyrimidin-6-yl]phenyl}pyridine-2-carboxamide NC12CCC(CC1)(C2)NC2=CC(=NC=C2)C(=O)NC2=CC=C(C=C2)C2=CC1=C(N=CN=C1N1CCOCC1)N2